FC=1C(=C(C=CC1)NC=1C2=C(NC1C1=C(C=NC=C1)OCC(C)(C)OC)[C@@H](NC2=O)C)OC (S)-3-((3-fluoro-2-methoxyphenyl)amino)-2-(3-(2-methoxy-2-methylpropoxy)pyridin-4-yl)-6-methyl-5,6-dihydropyrrolo[3,4-b]pyrrol-4(1H)-one